[Ir].[Si] silicon-iridium